3-{5-[9-(3,3-Difluoropiperidin-4-yl)-3,9-diazaspiro[5.5]undecan-3-yl]-3-methyl-2-oxo-1,3-benzodiazol-1-yl}piperidine-2,6-dione FC1(CNCCC1N1CCC2(CCN(CC2)C2=CC3=C(N(C(N3C)=O)C3C(NC(CC3)=O)=O)C=C2)CC1)F